[Pd+2].NC1=CC(=CC(=N1)C(=O)N1CCC2=CC=CC=C12)NC1=C(C=CC=C1)OC (6-amino-4-((2-methoxyphenyl)amino)pyridin-2-yl)(indolin-1-yl)methanone palladium (II)